methylsulfanylbenzazepine CSC=1NC2=C(C=CC1)C=CC=C2